1-(2-(1-benzyl-5-methyl-1H-pyrazol-4-yl)-2-oxoethyl)-2-oxo-1,2-dihydropyridine-3,5-dicarbonitrile C(C1=CC=CC=C1)N1N=CC(=C1C)C(CN1C(C(=CC(=C1)C#N)C#N)=O)=O